C(=CCCCCCC)P(O)(=O)C1CCCC1 octenyl-cyclopentyl-phosphinic acid